(2S,3S)-ethyl 3-((2-bromo-7-methyl-7H-pyrrolo[2,3-d]pyrimidin-4-yl)amino)bicyclo[2.2.2]octane-2-carboxylate BrC=1N=C(C2=C(N1)N(C=C2)C)N[C@@H]2[C@H](C1CCC2CC1)C(=O)OCC